C(C=1C(C(=O)OCCCCCCCCCCC)=CC=CC1)(=O)OCCCCCCCCCCC diundecyl phthalate